3-(4-Cyano-2-methylphenoxy)-N-(3-(methylthio)phenyl)-6-(trifluoromethyl)pyridazine-4-carboxamide C(#N)C1=CC(=C(OC=2N=NC(=CC2C(=O)NC2=CC(=CC=C2)SC)C(F)(F)F)C=C1)C